C[Si]1(O[Si](O[Si](O[Si](O1)(C1=CC=CC=C1)C)(C1=CC=CC=C1)C)(C1=CC=CC=C1)C)C1=CC=CC=C1 Tetramethyl-tetraphenyl-cyclotetrasiloxane